bis(4-(diphenylsulfonio)phenyl) sulfide hexafluoroantimonate F[Sb-](F)(F)(F)(F)F.C1(=CC=CC=C1)[S+](C1=CC=C(C=C1)SC1=CC=C(C=C1)[S+](C1=CC=CC=C1)C1=CC=CC=C1)C1=CC=CC=C1.F[Sb-](F)(F)(F)(F)F